4-(2,3-dihydrothieno-[3,4-b][1,4]dioxin-2-ylmethoxy)-1-butane-sulphonIC ACID O1C=2C(OCC1COCCCCS(=O)(=O)O)=CSC2